6,6-diphenyl-fulvene C1(=CC=CC=C1)C(=C1C=CC=C1)C1=CC=CC=C1